8-cyclopropyl-N-(1,3-oxazol-2-ylmethyl)-2-(pyridin-2-ylmethyl)-4,5-dihydro-2H-furo[2,3-g]indazole-7-carboxamide C1(CC1)C1=C(OC=2CCC3=CN(N=C3C21)CC2=NC=CC=C2)C(=O)NCC=2OC=CN2